C(#C)C1(CN(C1)C(=O)OC(C)(C)C)C tert-butyl 3-ethynyl-3-methylazetidine-1-carboxylate